4-fluoro-6-methoxy-1-N-(naphthalen-1-ylmethyl)benzene-1,3-diamine FC1=C(C=C(C(=C1)OC)NCC1=CC=CC2=CC=CC=C12)N